N=1C=CC2=CC=3C(O[C@@H]4[C@H](CN3)CCOC4)=NC21 (6aS,10aR)-6,6a,7,8,10,10a-hexahydropyrano[4,3-f]pyrrolo[3',2':5,6]pyrido[2,3-b][1,4]oxazepin